(S)-methyl (4-(4-((2-Boc-amino-2,4-dimethylpentyl)oxy)-3-carboxylphenyl)pyridin-2-yl)carbamate C(=O)(OC(C)(C)C)C([C@H](OC1=C(C=C(C=C1)C1=CC(=NC=C1)NC(OC)=O)C(=O)O)N)(CC(C)C)C